N(=[N+]=[N-])CC=1C=NN(C1)CC1=CC=C(C=C1)F 4-(azidomethyl)-1-[(4-fluorophenyl)methyl]pyrazole